COC1=C(C=CC(=C1)O[C@@H](C)C1=CC=CC=C1)C1=CC2=C(N=CN=C2C=2CCNCC2)N1 (S)-6-(2-methoxy-4-(1-phenylethoxy)phenyl)-4-(1,2,3,6-tetrahydropyridin-4-yl)-7H-pyrrolo[2,3-d]pyrimidine